((2',3'-difluoro-[1,1'-biphenyl]-4-yl)oxy)-1H-1,2,3-triazole-4-carboxylic acid FC1=C(C=CC=C1F)C1=CC=C(C=C1)ON1N=NC(=C1)C(=O)O